FC(C1=NC=C(C=N1)C1=CN(C=2N=CN=C(C21)N)COCC[Si](C)(C)C)(F)F 5-[2-(trifluoromethyl)pyrimidin-5-yl]-7-{[2-(trimethylsilyl)ethoxy]methyl}-7H-pyrrolo[2,3-d]pyrimidin-4-amine